C1(CC1)C([C@@H](C(=O)NC=1C=NN(C1)C(COC)C=1C(=NC=C(C1)F)OC)NC(=O)C1=NON=C1C)C1CC1 N-[(1S)-1-(dicyclopropylmethyl)-2-[[1-[1-(5-fluoro-2-methoxy-3-pyridyl)-2-methoxy-ethyl]pyrazol-4-yl]amino]-2-oxo-ethyl]-4-methyl-1,2,5-oxadiazole-3-carboxamide